OC1=C(C=CC(=C1)C(F)(F)F)C1=C2C(=C(N=N1)N[C@@H]1[C@@H]([C@H](CCC1)O)O)C=NC=C2 (1S,2S,3S)-3-((1-(2-hydroxy-4-(trifluoromethyl)phenyl)pyrido[3,4-d]pyridazin-4-yl)amino)cyclohexane-1,2-diol